Tert-Butyl (6-(benzyloxy)-[1,2,4]triazolo[5,1-a]isoquinoline-5-carbonyl)glycinate C(C1=CC=CC=C1)OC1=C(N2C(C3=CC=CC=C13)=NC=N2)C(=O)NCC(=O)OC(C)(C)C